ClC=1N=C(C2=C(N1)N(C=C2C=2C=C1C=C(C=NC1=CC2)O[C@H](COC=2C=C(C=NC2)CN)C)S(=O)(=O)CC2=CC=CC=C2)Cl (S)-(5-(2-((6-(2,4-dichloro-7-toluenesulfonyl-7H-pyrrolo[2,3-d]pyrimidin-5-yl)quinoline-3-yl)oxy)propoxy)pyridin-3-yl)methanamine